C(C1=CC=CC=C1)(=O)N1C(CC(C=C1C)=O)C1=CC=CC=C1 1-Benzoyl-6-methyl-2-phenyl-2,3-dihydropyridin-4(1H)-one